N-[5-[[2-(azepan-1-yl)acetyl]amino]-2-methyl-3-pyridyl]-6-(1-tetrahydrofuran-3-ylpyrazol-4-yl)triazolo[1,5-a]pyridine-3-carboxamide N1(CCCCCC1)CC(=O)NC=1C=C(C(=NC1)C)NC(=O)C=1N=NN2C1C=CC(=C2)C=2C=NN(C2)C2COCC2